(S)-tert-butyl 3-(2-(2-hydroxyphenyl)-6,6a,7,8,9,10-hexahydro-5H-pyrazino[1',2':4,5]pyrazino[2,3-c]pyridazine-8-carbonyl)azetidine-1-carboxylate OC1=C(C=CC=C1)C=1C=C2C(=NN1)NC[C@@H]1N2CCN(C1)C(=O)C1CN(C1)C(=O)OC(C)(C)C